CC1=CC=C(O1)C(CC(C(=O)OCC)=O)=O ethyl 4-(5-methylfuran-2-yl)-2,4-dioxobutyrate